1-(2-(2-aminoethoxy)ethyl)-1H-pyrrole-2,5-dione trifluoroacetate Salt FC(C(=O)O)(F)F.NCCOCCN1C(C=CC1=O)=O